OC[C@@H](C1=CC=2C=NC=CC2N1S(=O)(=O)C1=CC=CC=C1)N[S@](=O)C(C)(C)C (R)-N-((R)-2-hydroxy-1-(1-(phenylsulfonyl)-1H-pyrrolo[3,2-c]pyridin-2-yl)ethyl)-2-methylpropane-2-sulfinamide